C(C)(C)(C)OC(=O)N1CCC(CC1)N1N=C2C(N=C(C=C2)C=2C=C(C=3N(N2)C=C(N3)C)C)=C1.C(=O)(O)CC(C1=CC=CC=C1)C1(C3=CC=CC=C3C=3C=CC=CC13)C(CC(=O)O)C1=CC=CC=C1 9,9-bis[2-carboxy-1-phenylethyl]fluorene tert-butyl-4-[5-(2,8-dimethylimidazo[1,2-b]pyridazin-6-yl)pyrazolo[4,3-b]pyridine-2-yl]piperidine-1-carboxylate